N-Boc-2-(2-hydroxyethyl)pyrrolidine C(=O)(OC(C)(C)C)N1C(CCC1)CCO